N1N=CC(=C1)C(CC)S(=O)(=O)N 1H-pyrazol-4-yl-propanesulfonamide